8-(6-{[3-(2-Oxo-1-pyrrolidinyl)propyl](4-fluorophenyl)carbonylamino}-3-pyridyl)-1-cyclopropyl-3-propylxanthine O=C1N(CCC1)CCCN(C1=CC=C(C=N1)C1=NC=2N(C(N(C(C2N1)=O)C1CC1)=O)CCC)C(=O)C1=CC=C(C=C1)F